1-(3-chloro-4-fluorophenyl)-2,3,5,6,7,8-hexahydro-10,12-ethenopyrido[4,3-e][1,4,10]oxadiazacyclotridecin-9(1H)-one ClC=1C=C(C=CC1F)N1CCOCCCNC(C2=CC3=C1C=CN=C3C=C2)=O